4-(3-(4-(9'H-[9,3':6',9''-tercarbazol]-9'-yl)phenyl)pyridin-4-yl)benzonitrile C1=CC=CC=2C3=CC=CC=C3N(C12)C=1C=CC=2N(C3=CC=C(C=C3C2C1)N1C2=CC=CC=C2C=2C=CC=CC12)C1=CC=C(C=C1)C=1C=NC=CC1C1=CC=C(C#N)C=C1